N-(1-(4-chlorophenyl)-2,2,2-trifluoroethyl)-3,6-dimethoxypyridazine-4-sulfonamide ClC1=CC=C(C=C1)C(C(F)(F)F)NS(=O)(=O)C1=C(N=NC(=C1)OC)OC